[N+]12(CC[N+](CC1)(CC2)S(=O)[O-])S(=O)[O-] 1,4-diazabicyclo[2.2.2]octane-1,4-diium-1,4-disulfinate